Cl.Cl.CN(C(CN)C1=CSC=C1)C N,N-dimethyl-1-(thien-3-yl)ethane-1,2-diamine dihydrochloride